(1R)-1,9-dimethyl-N-(1-methylcyclopropyl)-4-[(1-methylpyrazol-4-yl)(2H2)methyl]-5-oxo-1H,2H-imidazo[1,2-a]quinazoline-7-sulfonamide C[C@@H]1CN=C2N1C1=C(C=C(C=C1C(N2C([2H])([2H])C=2C=NN(C2)C)=O)S(=O)(=O)NC2(CC2)C)C